5-(5-cyano-6-((2-hydroxyethyl)amino)pyridin-3-yl)-2-fluoro-4-methyl-N-(1H-pyrazol-3-yl)benzamide C(#N)C=1C=C(C=NC1NCCO)C=1C(=CC(=C(C(=O)NC2=NNC=C2)C1)F)C